(2-Cyanopyridin-4-yl)-1-(2-methoxypyrimidin-5-yl)-1-((5-(trifluoromethyl)-1H-pyrazol-3-yl)methyl)urea C(#N)C1=NC=CC(=C1)NC(N(CC1=NNC(=C1)C(F)(F)F)C=1C=NC(=NC1)OC)=O